hydroferulic acid C(CCC1=CC(OC)=C(O)C=C1)(=O)O